NC1=NC(=C(C=2N1C(N(N2)CC2=CC=C(C=C2)OC)=O)C2=CC(=NC(=C2)C)C)C2=CC=CC=C2 5-amino-8-(2,6-dimethyl-4-pyridinyl)-2-[(4-methoxyphenyl)methyl]-7-phenyl-[1,2,4]triazolo[4,3-c]pyrimidin-3-one